CN(C(=O)C=1C=CC2=C(NC(=N2)C)C1)C N,N,2-trimethyl-1H-benzo[d]imidazole-6-formamide